tert-butyl (S)-(6-methyl-5-((4-oxo-3-(((1-phenyl-1H-pyrazol-4-yl)methyl)amino)-4,6,7,8-tetrahydropyrrolo[1,2-a]pyrimidine-6-carboxamido)methyl)-pyridin-2-yl)carbamate CC1=C(C=CC(=N1)NC(OC(C)(C)C)=O)CNC(=O)[C@@H]1CCC=2N1C(C(=CN2)NCC=2C=NN(C2)C2=CC=CC=C2)=O